C(C)C1C2N(CC(C=C2)C1)CCC1=COC2=C1C=C(C=C2)OC exo-7-ethyl-2-(2-(5-methoxybenzofuran-3-yl)ethyl)-2-azabicyclo[2.2.2]oct-5-ene